COC1=C(OC=2C(=C(C(=NC2)C(F)(F)F)C)C(=O)O)C=CC(=C1)OC(F)(F)F 5-[2-methoxy-4-(trifluoromethoxy)phenoxy]-3-methyl-2-(trifluoromethyl)pyridine-4-carboxylic acid